ClC1=CC=C(C=C1)C1=NN(C[C@@H]1C1=CC=CC=C1)C(NCCS(N)(=O)=O)=NS(=O)(=O)C=1C=NC=CC1 (S)-3-(4-chlorophenyl)-4-phenyl-N'-(pyridin-3-ylsulfonyl)-N-(2-sulfamoylethyl)-4,5-dihydro-1H-pyrazole-1-carboximidamide